O1C=C(C2=C1C=CC=C2)C[C@H](NC(CC=2C=CN1CC3(CC(C21)=O)CC3)=O)B(O)O (R)-(2-(benzofuran-3-yl)-1-(2-(8'-oxo-7',8'-dihydro-5'H-spiro[cyclopropane-1,6'-indolizin]-1'-yl)acetamido)ethyl)boronic acid